rac-N-[(3S,4R)-4-({[(1s,4S)-4-ethylcyclohexyl]oxy}methyl)-7,9-dimethyl-6-oxo-1,3,4,6-tetrahydro-2H-quinolizin-3-yl]methanesulfonamide C(C)C1CCC(CC1)OC[C@H]1[C@H](CCC2=C(C=C(C(N12)=O)C)C)NS(=O)(=O)C |r|